COC1=C(C(=O)C2=CC=C(C=C2)F)C=CC(=C1)OC 2,4-dimethoxy-4'-fluorobenzophenone